C(C=1C(C(=O)O)=CC=CC1)(=O)N[C@H]1CCC(=O)OC1=O N-Phthaloyl-Glutamic Anhydride